FC=1C(=CC(=C(C1)C(C(=O)O)C)C)[N+](=O)[O-] 2-(5-fluoro-2-methyl-4-nitrophenyl)propanoic acid